CC(C[Mg]Cl)(C)C1=CC=CC=C1 2-Methyl-2-phenylpropylmagnesium chloride